COCOC1=C(C=C(C=C1C)C=1C(CC(NN1)=O)C)C 6-[4-(methoxymethyloxy)-3,5-dimethylphenyl]-5-methyl-4,5-dihydro-2H-pyridazin-3-one